tert-butyl N-[2-(6-bromo-5-fluoroindazol-1-yl)ethyl]carbamate BrC1=C(C=C2C=NN(C2=C1)CCNC(OC(C)(C)C)=O)F